Dimethylphthalat COC(C=1C(C(=O)OC)=CC=CC1)=O